C(C)(C)(C)OC(=O)N1C(CC2(CC2)CC1)C=O 5-formyl-6-azaspiro[2.5]octane-6-carboxylic acid tert-butyl ester